C(=O)(O)C1=C(C=C(C=C1)C(=O)O)OB(O)O 2,5-dicarboxyphenyl-boric acid